C(C1=CC=CC=C1)N(C(C1=NC=C(C=C1)Cl)=O)C1CCN(CC1)S(=O)(=O)CCCC N-benzyl-N-(1-(butylsulfonyl)piperidin-4-yl)-5-chloropicolinamide